2-((2-aminoethyl)(2-(3-(2-((2-aminoethyl)(2-((cyanomethyl)amino)ethyl)amino)ethyl)-2-oxoimidazolidin-1-yl)ethyl)amino)acetonitrile NCCN(CC#N)CCN1C(N(CC1)CCN(CCNCC#N)CCN)=O